2-(4-bromophenyl)-4-hydroxy-6-oxo-1,6-dihydropyridine-3-carbonitrile BrC1=CC=C(C=C1)C=1NC(C=C(C1C#N)O)=O